1-((dimethylamino)methyl)cyclopropan-1-amine dihydrochloride Cl.Cl.CN(C)CC1(CC1)N